FC(C1=NN=C(O1)N1C(N(C2=C1C=C(C=C2)S(=O)(=O)NC2(CC2)CF)C)=O)F 3-[5-(difluoromethyl)-1,3,4-oxadiazol-2-yl]-N-[1-(fluoromethyl)cyclopropyl]-1-methyl-2-oxo-benzimidazol-5-sulfonamide